tert-butyl N-[6-(cyclopropyl difluoromethyl) pyridazin-3-yl]-N-methylcarbamate C1(CC1)C(C1=CC=C(N=N1)N(C(OC(C)(C)C)=O)C)(F)F